N[C@H](C(=O)O)CNC1=CC2=CC=CC=C2C=C1 (2S)-2-amino-3-(naphthalen-2-ylamino)propanoic acid